C(C)(C)(C)OC(=O)N1CCN(CC1)C(C1=C(C=C(C=C1)NC(=O)C=1N(C(=CN1)C1=C(C(=C(C=C1)C=1C(=NNC1)C)F)F)C)Cl)=O 4-[2-chloro-4-[[5-[2,3-difluoro-4-(3-methyl-1H-pyrazol-4-yl)phenyl]-1-methyl-imidazole-2-carbonyl]amino]benzoyl]piperazine-1-carboxylic acid tert-butyl ester